6-[(S)-2-{1,1-dimethyl-2-[(1r,4S)-4-(mesylamino)cyclohexyl]ethylamino}-1-hydroxyethyl]-2-pyridinecarbonitrile CC(CC1CCC(CC1)NS(=O)(=O)C)(C)NC[C@H](O)C1=CC=CC(=N1)C#N